NC1=C(C(=NN1C(C(F)(F)[2H])C)C1=CC=C(C=C1)C(C(=O)NC1=CC(=NO1)CC(C)(C)C)C)C(=O)N 5-Amino-1-(2-deuterio-2,2-difluoro-1-methylethyl)-3-[4-[2-[[3-(2,2-dimethylpropyl)isoxazol-5-yl]amino]-1-methyl-2-oxoethyl]phenyl]pyrazole-4-carboxamide